5-(5-bromo-3-pyridyl)-2-chloro-pyrimidine BrC=1C=C(C=NC1)C=1C=NC(=NC1)Cl